C(CC)N1C=2N(C=3N=C(NC3C1=O)C=1C=NN(C1)CC#CC1=CC=C(C=C1)C(F)(F)F)C=CN2 5-Propyl-2-[1-[3-[4-(trifluoromethyl)phenyl]prop-2-ynyl]pyrazol-4-yl]-3H-imidazo[2,1-b]purin-4-on